C(C)[C@@]1(C(NCC1)=O)C=1OC(=NN1)C=1C(=NC=CC1)NC1=CC=C(C=C1)S(F)(F)(F)(F)F (3S)-3-ethyl-3-[5-[2-[4-(pentafluoro-λ6-sulfanyl)anilino]-3-pyridyl]-1,3,4-oxadiazol-2-yl]pyrrolidin-2-one